N-[(1S)-2,2,5,7-tetrafluoro-2,3-dihydro-1H-inden-1-yl]sulfonamide FC1([C@H](C2=C(C=C(C=C2C1)F)F)NS(=O)=O)F